C1(=CC=CC=C1)OC(C=C)=O.[Li] lithium phenylacrylate